C(#N)C=1C=CC(=C2C=CC=NC12)N1CC2(CC2(C1)C(F)(F)F)C(=O)NC1CCN(CC1)C1CC1 3-(8-Cyanoquinolin-5-yl)-N-(1-Cyclopropylpiperidin-4-yl)-5-(trifluoromethyl)-3-azabicyclo[3.1.0]hexane-1-carboxamide